COC(=O)C=1C=C2C(=NC1)NN=C2C=O 3-formyl-1H-pyrazolo[3,4-b]pyridine-5-carboxylic acid methyl ester